FC1=CC=C2C(=CNC2=C1)CCNC(C=CNS(=O)(=O)C)=O N-(2-(6-fluoro-1H-indol-3-yl)ethyl)-3-(methylsulfonamido)propenamide